2-(2-(4-amino-6-methoxy-8-methyl-9H-pyrimido[4,5-b]indol-9-yl)acetyl)-N-(6-bromopyridin-2-yl)-5-methyl-2-azabicyclo[3.1.0]hexane-3-carboxamide NC1=NC=NC=2N(C3=C(C=C(C=C3C21)OC)C)CC(=O)N2C1CC1(CC2C(=O)NC2=NC(=CC=C2)Br)C